3-methyladenine CN1C=NC(=C2N=CN=C12)N